(S)-N-(8,9-Difluoro-6-oxo-1,4,5,6-tetrahydro-2H-pyrano[3,4-c]isoquinolin-1-yl)-N-methylbenzo[d]thiazole-5-carboxamide FC=1C(=CC=2C3=C(NC(C2C1)=O)COC[C@H]3N(C(=O)C=3C=CC1=C(N=CS1)C3)C)F